(R)-4-((1-(2-methyl-3-(trifluoromethyl)phenyl)ethyl)amino)-6-(1-methylcyclopropyl)-1-(4-methylpiperazin-1-yl)pyrido[3,4-d]pyridazin-7(6H)-one CC1=C(C=CC=C1C(F)(F)F)[C@@H](C)NC1=NN=C(C=2C1=CN(C(C2)=O)C2(CC2)C)N2CCN(CC2)C